4-(2-methoxyphenylthio)biphenyl COC1=C(C=CC=C1)SC1=CC=C(C=C1)C1=CC=CC=C1